5-amino-3-methylthiophene-2,4-dicarboxylic acid 2-tert-butyl 4-methyl ester COC(=O)C=1C(=C(SC1N)C(=O)OC(C)(C)C)C